COCC=1C=CC=C(C1)P(C)(C)=O 5-(methoxymethyl)phenyldimethylphosphine oxide